N1C[C@H](CCC1)NC(C1=CC=CC=C1)=O N-[(3S)-piperidin-3-yl]benzamide